4-chloro-4'-nitrobenzophenone ClC1=CC=C(C(=O)C2=CC=C(C=C2)[N+](=O)[O-])C=C1